C1(CC1)C1=CC=C(C=C1)C(N1CCN(CC1)CC1=C(C#N)C=CC(=C1)N(C)CCN(C)C)C1=CC=C(C=C1)C1CC1 2-((4-(bis(4-cyclopropylphenyl)methyl)piperazin-1-yl)methyl)-4-((2-(dimethylamino)ethyl)(methyl)amino)benzonitrile